ClC=1C(=C(C(=CC1)N1N=NC(=C1)C(F)(F)F)C1=CC(NC=C1OC)=O)F 4-{3-Chloro-2-fluoro-6-[4-(trifluoromethyl)-1H-1,2,3-triazol-1-yl]phenyl}-5-methoxy-pyridin-2(1H)-one